FC1=C(C=CC(=C1)F)C(C(F)(F)C1=CC=C(C=N1)C1=CC=C(C=O)C=C1)(CN1N=CN=C1)O 4-(6-(2-(2,4-difluorophenyl)-1,1-difluoro-2-hydroxy-3-(1H-1,2,4-triazol-1-yl)propyl)pyridin-3-yl)benzaldehyde